2,2'-bis(4-hydroxyphenyl)propane CC(C)(C1=CC=C(C=C1)O)C2=CC=C(C=C2)O